(2S)-2-[9H-fluoren-9-ylmethoxycarbonyl(methyl)amino]-4-pyridin-3-ylbutanoic acid C1=CC=CC=2C3=CC=CC=C3C(C12)COC(=O)N([C@H](C(=O)O)CCC=1C=NC=CC1)C